(S)-6-((1,4-dioxan-2-yl)methoxy)-4-(benzyloxy)-2-((3,4-dimethoxyphenyl)ethynyl)-3-ethylpyridine O1[C@@H](COCC1)COC1=CC(=C(C(=N1)C#CC1=CC(=C(C=C1)OC)OC)CC)OCC1=CC=CC=C1